NC(C)(C)C=1C=C(C#N)C=CC1 3-(2-aminoprop-2-yl)benzonitrile